ClC1=CC(=C(C=C1)OCCOC)[N+](=O)[O-] 4-chloro-1-(2-methoxyethoxy)-2-nitrobenzene